C(CCCCCC)N1C=C(C2=CC=CC=C12)C1=NOC(=N1)[C@H]1N(CCC1)C(=O)OC(C)(C)C Tert-butyl (S)-2-(3-(1-heptyl-1H-indol-3-yl)-1,2,4-oxadiazol-5-yl)pyrrolidine-1-carboxylate